N-[amino(2-ethoxyphenyl)methylene]-4-(methyl)benzenesulfonamide NC(=NS(=O)(=O)C1=CC=C(C=C1)C)C1=C(C=CC=C1)OCC